C(C)OC(=O)C1=C(N=C(N1)[C@H]1CN(CCC1)C(=O)OC(C)(C)C)C1=CC=C(C=C1)C(NC1=NC=CC(=C1)CC)=O (R)-tert-butyl 3-(5-(ethoxycarbonyl)-4-(4-((4-ethylpyridin-2-yl)carbamoyl)phenyl)-1H-imidazol-2-yl)piperidine-1-carboxylate